2-benzyl-2-azaspiro[3.3]heptan-6-yl 4-(5-cyanopyrimidin-2-yl)piperazine-1-carboxylate C(#N)C=1C=NC(=NC1)N1CCN(CC1)C(=O)OC1CC2(CN(C2)CC2=CC=CC=C2)C1